(5-ethyl-2-thienyl)propan-1-ol C(C)C1=CC=C(S1)C(CC)O